7-chloro-8-fluoro-6-methyl-2-[[(2S)-1-methylpyrrolidin-2-yl]methoxy]quinoline ClC1=C(C=C2C=CC(=NC2=C1F)OC[C@H]1N(CCC1)C)C